methyl (R)-2-((benzo[d]thiazol-5-ylmethyl)(1-cyclohexylethyl)amino)-2-oxoacetate S1C=NC2=C1C=CC(=C2)CN(C(C(=O)OC)=O)[C@H](C)C2CCCCC2